F[C@H]1[C@]2(CC[C@@H](C[C@@H]1OC1=CC=C(N=N1)C1=C(C=C(C=C1)N1C=NC=C1)O)N2C)C 2-(6-(((1R,2S,3S,5S)-2-fluoro-1,8-dimethyl-8-azabicyclo[3.2.1]octan-3-yl)oxy)pyridazin-3-yl)-5-(1H-imidazol-1-yl)phenol